P(=O)(OC1=C2C(=CNC2=CC=C1)CCN(C)C(C)C)(O)O 3-(2-(isopropyl(methyl)amino)ethyl)-1H-indol-4-yl dihydrogen phosphate